BrCC1N(CC(C1)C1=CC=C(C=C1)F)S(=O)(=O)N1CCS(CC1)(=O)=O 4-((2-(bromomethyl)-4-(4-fluorophenyl)pyrrolidin-1-yl)sulfonyl)thiomorpholine 1,1-dioxide